CNC=1C=C(C=CC1)N methyl-meta-phenylenediamine